FC1(CCC(CC1)N1C(N(C2=C1C=C(C=C2)[N+](=O)[O-])C)=O)F 3-(4,4-Difluorocyclohexyl)-1-methyl-5-nitro-1,3-dihydro-2H-benzo[d]imidazol-2-one